oxindolone N1C(C(C2=CC=CC=C12)=O)=O